4-((5-methyl-2H-tetrazol-2-yl)(phenyl)methyl)piperidine-1-carboxylic acid tert-butyl ester C(C)(C)(C)OC(=O)N1CCC(CC1)C(C1=CC=CC=C1)N1N=C(N=N1)C